ClC1=CC=C(C=C1)C(\C=C\C=1C=C2N=CC=NC2=CC1)=O (E)-1-(4-chlorophenyl)-3-(quinoxalin-6-yl)prop-2-en-1-one